5-(4-fluoro-2-methyl-1-(1-methylpiperidin-4-yl)-1H-benzo[d]imidazol-6-yl)-N-isobutyl-7H-pyrrolo[2,3-d]pyrimidin-2-amine FC1=CC(=CC=2N(C(=NC21)C)C2CCN(CC2)C)C2=CNC=1N=C(N=CC12)NCC(C)C